C1(CCCC1)NC=1C2=C(N=C(N1)OCCCO)N(C=C2)[C@H]2[C@@H]([C@@H]([C@@H](O2)C(OC)P(O)(O)=O)O)O [(2R,3S,4R,5R)-5-[4-(cyclopentylamino)-2-(3-hydroxypropoxy)-pyrrolo[2,3-d]pyrimidin-7-yl]-3,4-dihydroxy-tetrahydrofuran-2-yl]-methoxymethylphosphonic acid